C(=O)C=1C=C(C=CC1O)S(=O)(=O)N(C(=O)C=1C=C(C(=O)O)C=CN1)C 2-(((3-formyl-4-hydroxyphenyl)sulfonyl)(methyl)carbamoyl)isonicotinic acid